C(C)(C)(C)OC(=O)N[C@H](C(=O)OCC)CCF ethyl (S)-2-((tert-butoxycarbonyl) amino)-4-fluorobutyrate